CC1=NC=CC(=C1)NC1=NC=2C(C3=CN=CC=C13)=NN1C2C=NC=C1 N-(2-methylpyridin-4-yl)pyrazino[1',2':1,5]pyrazolo[4,3-c][2,6]naphthyridin-5-amine